N-(2-Methoxy-5-(4-(trifluoromethyl)phenoxy)phenyl)-1-methyl-5-oxopyrrolidine-3-carboxamide COC1=C(C=C(C=C1)OC1=CC=C(C=C1)C(F)(F)F)NC(=O)C1CN(C(C1)=O)C